C(#N)C1=C(C=CC=C1)SC=1C=2N(C=C(C1)C=1C=NN(C1C)[C@@H]1CNCCC1)N=CC2C#N 4-(2-cyanophenyl)sulfanyl-6-[5-methyl-1-[(3S)-3-piperidyl]pyrazol-4-yl]pyrazolo[1,5-a]pyridine-3-carbonitrile